CC(C[C-]1C=CC=C1)=C.[CH-]1C=CC=C1.[Fe+2] 1-(2-methyl-2-propenyl)ferrocene